[N+](=O)([O-])C1(CN(CCC1)C(=O)OC(C)(C)C)C(C(F)(F)F)O tert-butyl 3-nitro-3-(2,2,2-trifluoro-1-hydroxyethyl)piperidine-1-carboxylate